COC=1C=C(/C=C/C(=O)C2=CC=C(/C=C/C(=O)O)C=C2)C=CC1OC 4-(3,4-Dimethoxy-trans-cinnamoyl)-trans-cinnamic acid